1-(4-{4-[5-chloro-3-({[(1R)-1-phenylethoxy]carbonyl}amino)thiophen-2-yl]piperidin-1-yl}phenyl)cyclopropane-1-carboxylic acid ClC1=CC(=C(S1)C1CCN(CC1)C1=CC=C(C=C1)C1(CC1)C(=O)O)NC(=O)O[C@H](C)C1=CC=CC=C1